N1(CCCC1)CCOC(CN(CCC#N)C)C 2-[2-(1-pyrrolidinyl)ethoxy]propyl-N-methyl-N-(2-cyanoethyl)-amine